C1(CC(C(CC1)C(C)(C)O)O)C trans-p-menthan-3,8-diol